(R)-6-(3-(3,4-difluorophenyl)isoxazolidin-2-yl)-N-(2-methoxy-4-(4-(4-methylpiperazin-1-yl)piperidin-1-yl)phenyl)pyrimidin-4-amine FC=1C=C(C=CC1F)[C@@H]1N(OCC1)C1=CC(=NC=N1)NC1=C(C=C(C=C1)N1CCC(CC1)N1CCN(CC1)C)OC